FC1=CC=C(C=C1)C(N1C[C@@H](N(C[C@H]1C)C1=NC=2N(C3=C1N=CS3)C(=NN2)C)C)C2=CC=C(C=C2)F 4-((2S,5R)-4-(bis(4-fluorophenyl)methyl)-2,5-dimethylpiperazin-1-yl)-8-methylthiazolo[4,5-e][1,2,4]triazolo[4,3-a]pyrimidine